(2S)-2-isopropyl-3-oxosuccinic acid C(C)(C)[C@H](C(=O)O)C(C(=O)O)=O